(R)-2-(2-chloro-7-((2-(trimethylsilyl)ethoxy)methyl)-7H-pyrrolo[2,3-d]pyrimidin-4-yl)-3-phenylisoxazolidine ClC=1N=C(C2=C(N1)N(C=C2)COCC[Si](C)(C)C)N2OCC[C@@H]2C2=CC=CC=C2